C(C1=CC=CC=C1)OC1=NC=C(C=C1Br)C(F)F 2-benzyloxy-3-bromo-5-(difluoromethyl)pyridine